C(C)(C)(C)OC(=O)N1C[C@H](C[C@@H](C1)NC(=N)N)F.OC[C@H](C1=CC=CC=C1)NC1=CC(=NC=C1C1=NC(=NO1)C1=NC=CC=C1)NC=1C=C2CNC(C2=CC1)=O (S)-5-((4-((2-hydroxy-1-phenylethyl)amino)-5-(3-(pyridin-2-yl)-1,2,4-oxadiazol-5-yl)pyridin-2-yl)amino)isoindolin-1-one tert-butyl-(3S,5S)-3-fluoro-5-guanidino-piperidine-1-carboxylate